CC(C)(C)OC(=O)C1=CC=CC=C1 The molecule is a benzoate ester obtained by the formal condensation of benzoic acid with tert-butanol. It is a benzoate ester and a tert-butyl ester. It derives from a benzoic acid.